tert-butyl (cyclobutylmethyl)((3R)-1-(6-(1-oxo-1-((4-oxo-4H-pyrido[1,2-a]pyrimidin-2-yl)amino)propan-2-yl)pyridazin-3-yl)piperidin-3-yl)carbamate C1(CCC1)CN(C(OC(C)(C)C)=O)[C@H]1CN(CCC1)C=1N=NC(=CC1)C(C(NC=1N=C2N(C(C1)=O)C=CC=C2)=O)C